2-(2H-1,2,3-benzotriazol-2-yl)-6-((triisopropylsilyl)oxy)-4-(2,4,4-trimethylpent-2-yl)phenol N=1N(N=C2C1C=CC=C2)C2=C(C(=CC(=C2)C(C)(CC(C)(C)C)C)O[Si](C(C)C)(C(C)C)C(C)C)O